1,1,2,2-tetrakis[4-(glycidyloxy)phenyl]ethane C(C1CO1)OC1=CC=C(C=C1)C(C(C1=CC=C(C=C1)OCC1CO1)C1=CC=C(C=C1)OCC1CO1)C1=CC=C(C=C1)OCC1CO1